FC1(CCC1)C(=O)NC1=CNC2=CC=C(C=C12)C=1C=NN(C1)C1=CC=C(C=C1)C(F)(F)F 1-fluoro-N-(5-{1-[4-(trifluoromethyl)phenyl]-1H-pyrazol-4-yl}-1H-indol-3-yl)cyclobutane-1-carboxamide